perfluorocyclopentan FC1(C(C(C(C1(F)F)(F)F)(F)F)(F)F)F